[Cl-].C(CCCCCCCCCCCCCCC)[N+](C)(C)C Hexadecyltri-methyl-ammonium chloride